O=C1NC(CCC1C=1C=C(OCC=O)C=CC1)=O 2-[3-(2,6-dioxo-3-piperidyl)phenoxy]acetaldehyde